C(C)(C)(C)OC(CC[C@@H](C(N)=O)N1C(C2=CC=C(C(=C2C1)F)C1C(CN(CC1)C1CC(C1)OC1CCN(CC1)C(=O)OC(C)(C)C)(C)C)=O)=O tert-butyl 4-[(1r,3r)-3-(4-{2-[(1S)-4-(tert-butoxy)-1-carbamoyl-4-oxobutyl]-4-fluoro-1-oxo-3H-isoindol-5-yl}-3,3-dimethylpiperidin-1-yl)cyclobutoxy]piperidine-1-carboxylate